hexadecyltrimethyl-ammonia chloride [Cl-].C(CCCCCCCCCCCCCCC)CN(C)C